N1C(=O)NC(=O)NC1=O.CC=1NC=CN1 2-methylimidazole cyanuric acid salt